Cl.C1(CC1)C1=CSC2=C1OCC(C2)N 3-cyclopropyl-6,7-dihydro-5H-thieno[3,2-b]pyran-6-amine hydrochloride